3-(((1S)-1-(2-(3-azabicyclo[3.1.0]hexan-3-yl)-3-ethyl-6-methyl-4-oxo-3,4-dihydroquinazolin-8-yl)ethyl)amino)-6-chloropicolinic acid C12CN(CC2C1)C1=NC2=C(C=C(C=C2C(N1CC)=O)C)[C@H](C)NC=1C(=NC(=CC1)Cl)C(=O)O